N-(2-oxo-3,4-dihydro-1H-quinolin-6-yl)-3-(2,2,2-trifluoroethyl)pyridine-4-carboxamide O=C1NC2=CC=C(C=C2CC1)NC(=O)C1=C(C=NC=C1)CC(F)(F)F